NC1=NC=C(C=N1)S(=O)(=O)N1CC2(C1)CN(C2)C(=O)N2CC1(C2)CC(C1)N1N=C(N=C1)C1CC1 [2-(2-aminopyrimidin-5-yl)sulfonyl-2,6-diazaspiro[3.3]heptan-6-yl]-[6-(3-cyclopropyl-1,2,4-triazol-1-yl)-2-azaspiro[3.3]heptan-2-yl]methanone